4-(4-((1S,6R)-3,9-diazabicyclo[4.2.1]nonan-3-yl)-6-chloro-8-fluoro-2-(((2R,7aR)-2-fluorotetrahydro-1H-pyrrolizin-7a(5H)-yl)methoxy)quinazolin-7-yl)naphthalen-2-ol [C@@H]12CN(CC[C@@H](CC1)N2)C2=NC(=NC1=C(C(=C(C=C21)Cl)C2=CC(=CC1=CC=CC=C21)O)F)OC[C@@]21CCCN1C[C@@H](C2)F